NC1=NN(C2=C(C=C(C(=C12)OC1=C(C=CC(=C1)F)Cl)NC(C1=CC(=CC(=C1)C(F)(F)F)F)=O)Cl)CCC#N N-(3-amino-7-chloro-4-(2-chloro-5-fluorophenoxy)-1-(2-cyanoethyl)-1H-indazol-5-yl)-3-fluoro-5-(trifluoromethyl)benzamide